O[C@@H]1C[C@H](N(C1)C(CNC(CCOC)=O)=O)C(=O)NCC1=CC=C(C=C1)C1=C(N=CS1)C (2S,4R)-4-hydroxy-1-(2-(3-methoxypropionylamino)acetyl)-N-(4-(4-methylthiazol-5-yl)benzyl)pyrrolidine-2-carboxamide